(3-(piperidin-1-yl)propyl)-2-(pyridin-4-yl)benzo[d]imidazo[2,1-b]thiazole-7-carboxamide N1(CCCCC1)CCCC1=C(N=C2SC3=C(N21)C=CC(=C3)C(=O)N)C3=CC=NC=C3